CC1=CC=C(N=N1)NC1=CC2=C(N(C=N2)C2=CC=C(C(=N2)C=2N(N=C(C2)C(F)(F)F)C)C(C)=O)C=C1 1-[6-[5-[(6-methylpyridazin-3-yl)amino]benzimidazol-1-yl]-2-[2-methyl-5-(trifluoromethyl)pyrazol-3-yl]-3-pyridyl]ethanone